5,6-dimethoxy-1H-inden-3-yl 2-(tetradecyloxy)acetate hydrochloride Cl.C(CCCCCCCCCCCCC)OCC(=O)OC1=CCC2=CC(=C(C=C12)OC)OC